CC1=C2C(C=CC(C2=CC=C1)=O)=O 5-methyl-1,4-naphthoquinone